cyclopropane-1,1-diyldibenzene C1(CC1)(C1=CC=CC=C1)C1=CC=CC=C1